Cl.Cl.N=1N=C(NC1)C1C2(CC1C2)N 4H-1,2,4-triazol-3-yl-bicyclo[1.1.1]Pentane-1-amine dihydrochloride